6,6-dimethyl-4,5,6,7-tetrahydro-1H-indazole dihydrochloride Cl.Cl.CC1(CCC=2C=NNC2C1)C